OC=1C(=C(C=2OC3=C(C(=C(C(=C3C(C2O)=O)O)[C@H]2[C@H](O)[C@@H](O)[C@H](O)[C@H](O2)CO)O)OC)C=CC1)O tetrahydroxy-8-methoxy-6-C-beta-D-glucosylflavonol